5-(3-methylphenyl)-1,3,4-oxadiazole-2-carboxamide CC=1C=C(C=CC1)C1=NN=C(O1)C(=O)N